2'-chloro-N-(5-(5-(difluoromethyl)pyrimidine-2-carbonyl)-5,6-dihydro-4H-pyrrolo[3,4-d]thiazol-2-yl)-5'-methoxy-6-methyl-[4,4'-bipyridine]-3-carboxamide ClC1=NC=C(C(=C1)C1=C(C=NC(=C1)C)C(=O)NC=1SC2=C(N1)CN(C2)C(=O)C2=NC=C(C=N2)C(F)F)OC